FC1(CN(C1)CC1=CC(=NC=C1)C=1C=C2CN(C(C2=CC1)=O)C1C(NC(CC1)=O)=O)C1=CC=CC=C1 3-(5-(4-((3-fluoro-3-phenylazetidin-1-yl)methyl)pyridin-2-yl)-1-oxoisoindolin-2-yl)piperidine-2,6-dione